OC1CCN(CC1)C1=CC=C(C=C1)CC(=O)OCC ethyl 2-(4-(4-hydroxypiperidin-1-yl)phenyl)acetate